C(C=C)(=O)N1[C@H](CN(C[C@H]1C)C1=NC(N2C3=C(C(=C(C=C13)C(F)(F)F)C1=CC=C(C=C1)F)SC[C@H](C2)NS(=O)(=O)C)=O)C N-((S)-8-((3S,5R)-4-Acryloyl-3,5-dimethylpiperazin-1-yl)-11-(4-fluorophenyl)-6-oxo-10-(trifluoromethyl)-3,4-dihydro-2H,6H-[1,4]thiazepino[2,3,4-ij]quinazolin-3-yl)methanesulfonamide